CC(/C=C/C(=O)OCC)(CC(=O)OC1=CC=CC=C1)C ethyl (E)-4,4-dimethyl-5-phenoxycarbonyl-2-pentenoate